BrC1=NC(=CC(=C1)C1CN(CC(N1)C(=O)O)C(=O)OC(C)(C)C)Cl 6-(2-bromo-6-chloropyridin-4-yl)-4-(tert-butoxycarbonyl)piperazine-2-carboxylic acid